N-(5-((2-(2,2-dimethylpyrrolidin-1-yl)ethyl)carbamoyl)-2-methylpyridin-3-yl)-2-(6-methylpyridin-3-yl)pyrazolo[5,1-b]thiazole-7-carboxamide CC1(N(CCC1)CCNC(=O)C=1C=C(C(=NC1)C)NC(=O)C=1C=NN2C1SC(=C2)C=2C=NC(=CC2)C)C